(5Z)-5-[(4-fluoro-3-hydroxyphenyl)methylidene]-2,4-dioxo-1,3-thiazolidin FC1=C(C=C(C=C1)\C=C/1\C(NC(S1)=O)=O)O